(methylcarbamoyl)benzene CNC(=O)C1=CC=CC=C1